ClC1=C(C=2N=C(N=C(C2C=N1)N1C[C@@H](N(CC1)C(=O)OC(C)(C)C)CC#N)OC)F tert-butyl (2S)-4-(7-chloro-8-fluoro-2-methoxy-pyrido[4,3-d]pyrimidin-4-yl)-2-(cyanomethyl)piperazine-1-carboxylate